C[Si](CCOCN1C=NC2=C1CCCC2)(C)C 1-[[2-(trimethylsilyl)ethoxy]methyl]-4,5,6,7-tetrahydro-1,3-benzodiazole